N-(2-((1R,4R)-2-oxa-5-azabicyclo[2.2.1]heptane-5-yl)-5-((6-((R)-3-(2,3-dichlorophenyl)isoxazolidine-2-yl)pyrimidine-4-yl)amino)-4-methoxyphenyl)acrylamide [C@H]12OC[C@H](N(C1)C1=C(C=C(C(=C1)OC)NC1=NC=NC(=C1)N1OCC[C@@H]1C1=C(C(=CC=C1)Cl)Cl)NC(C=C)=O)C2